6-(6-(difluoromethoxy)pyridin-3-yl)-2-(2-hydroxyethyl)pyridazin-3(2H)-one FC(OC1=CC=C(C=N1)C=1C=CC(N(N1)CCO)=O)F